1-(1-acetyl-3-methylpyrrolidin-3-yl)-N-((R)-1-(3-(difluoromethyl)-2-fluorophenyl)ethyl)-4-((1-methylpiperidin-4-yl)amino)-6-oxo-1,6-dihydropyridine-3-carboxamide C(C)(=O)N1CC(CC1)(C)N1C=C(C(=CC1=O)NC1CCN(CC1)C)C(=O)N[C@H](C)C1=C(C(=CC=C1)C(F)F)F